4-({2-[4-{5-chloro-2-[5-(difluoromethyl)-1,3,4-oxadiazol-2-yl]phenyl}-5-methoxy-2-oxopyridin-1(2H)-yl]butanoyl}amino)-2-fluoro-N-methylbenzamide ClC=1C=CC(=C(C1)C1=CC(N(C=C1OC)C(C(=O)NC1=CC(=C(C(=O)NC)C=C1)F)CC)=O)C=1OC(=NN1)C(F)F